2'-chloro-4-methoxy-4,5'-dimethyl-5',7'-dihydrospiro[cyclohexane-1,8'-imidazo[1,2-e]purine] ClC=1N=CC=2N(C=3N(C2N1)C1(CN3)CCC(CC1)(C)OC)C